CCCCCCOO dioxaoctane